octahydropyrazino[2,1-c][1,4]oxazine dihydrochloride Cl.Cl.C1OCCN2C1CNCC2